C(C)OC(CC(C=CC=C(C=CC1=C(CCCC1(C)C)C)C)C)=O 3,7-dimethyl-9-(2,6,6-trimethylcyclohex-1-en-1-yl)non-4,6,8-trienoic acid ethyl ester